tetrasodium (6E)-4-amino-5-oxo-3-[[4-(2-sulfonatooxyethylsulfonyl)phenyl]diazenyl]-6-[[4-(2-sulfonatooxyethylsulfonyl)phenyl]hydrazinylidene]naphthalene-2,7-disulfonate NC1=C(C(=CC=2C=C(/C(/C(C12)=O)=N/NC1=CC=C(C=C1)S(=O)(=O)CCOS(=O)(=O)[O-])S(=O)(=O)[O-])S(=O)(=O)[O-])N=NC1=CC=C(C=C1)S(=O)(=O)CCOS(=O)(=O)[O-].[Na+].[Na+].[Na+].[Na+]